CNC(C1=NC(=C(C=C1)N1C(CN(CC1)CC1=CC=2NC(N(C(C2S1)=O)C)=O)=O)C)=O N,6-dimethyl-5-(4-((3-methyl-2,4-dioxo-1,2,3,4-tetrahydrothieno[3,2-d]pyrimidin-6-yl)methyl)-2-oxopiperazin-1-yl)picolinamide